C(C)(C)(C)OC(=O)N1CC(C1)(F)CC1=CC=C(C=C1)Br 3-(4-bromobenzyl)-3-fluoroazetidine-1-carboxylic acid tert-butyl ester